C(C1=CC=CC=C1)OC1=CC(=NC2=CC=NC(=C12)C=1N(C=CN1)COCC[Si](C)(C)C)C=1C(=NC=C(C1C)C(F)(F)F)OC1=C(C(=C(C=C1)F)F)C 2-[[2-[4-benzyloxy-2-[2-(3,4-difluoro-2-methyl-phenoxy)-4-methyl-5-(trifluoromethyl)-3-pyridyl]-1,6-naphthyridin-5-yl]imidazol-1-yl]methoxy]ethyl-trimethyl-silane